3-(8-(5-Chloropyrimidin-2-yl)-2-imino-3-methyl-2,3-dihydro-1H-imidazo[4,5-c]quinolin-1-yl)-4-methylbenzonitrile ClC=1C=NC(=NC1)C1=CC=2C3=C(C=NC2C=C1)N(C(N3C=3C=C(C#N)C=CC3C)=N)C